C(=O)(OCC1C2=CC=CC=C2C2=CC=CC=C12)N[C@@H]([C@H](C)CC)C(=O)O Fmoc-Allo-isoleucine